CC([C@@H](C(=O)N[C@H](C(=O)NC1=CC=C(C=C1)COC(=O)OC1=CC=C(C=C1)[N+](=O)[O-])CCCNC(=O)N)NC(OCC1C2=CC=CC=C2C=2C=CC=CC12)=O)C (9H-fluoren-9-yl)methyl (S)-3-methyl-1-((S)-1-(4-(((4-nitrophenoxy)carbonyloxy)methyl) phenylamino)-1-oxo-5-ureidopentan-2-ylamino)-1-oxobutan-2-ylcarbamate